3-Chlorobenzyl ((2S)-3-cyclohexyl-1-(((2S)-4-hydroxy-3-oxo-1-(2-oxo-1-azaspiro[4.5]decan-3-yl)butan-2-yl)amino)-1-oxopropan-2-yl)carbamate C1(CCCCC1)C[C@@H](C(=O)N[C@@H](CC1C(NC2(C1)CCCCC2)=O)C(CO)=O)NC(OCC2=CC(=CC=C2)Cl)=O